FC(C(=O)NC=1C=C2C(=NC1)N(C=C2I)C)=C 2-Fluoro-N-(3-iodo-1-methyl-1H-pyrrolo[2,3-b]pyridin-5-yl)acrylamide